ethyl perfluorododecanoate FC(C(=O)OCC)(C(C(C(C(C(C(C(C(C(C(F)(F)F)(F)F)(F)F)(F)F)(F)F)(F)F)(F)F)(F)F)(F)F)(F)F)F